3-methylpentan-2-ene CC(=CC)CC